C(C1=CC=CC=C1)N(CCC1CCN(CC1)C(=O)C=1C=CC(=C(C1)N1CNCC=C1)OC)C 1-(5-(4-(2-(benzyl(methyl)amino)ethyl)piperidine-1-carbonyl)-2-methoxyphenyl)dihydropyrimidine